C1(=CC=CC2=CC=CC=C12)C(=O)C1=NNC2=CC=CC=C12 naphthoyl-indazole